C[Si](CCOCN1C=CC2=C1N=CN=C2C=2C=NN(C2)CCC#N)(C)C 3-[4-(7-{[2-(trimethylsilyl)ethoxy]methyl}-7H-pyrrolo[2,3-d]pyrimidin-4-yl)-1H-pyrazol-1-yl]propionitrile